2-[(dimethylamino)methyl]-1-(3-methoxyphenyl)cyclohexan-1-ol CN(C)CC1C(CCCC1)(O)C1=CC(=CC=C1)OC